CC=1C=CC(=C2C=CC=NC12)N[C@@H]1CNCC1 (3S)-3-[(8-methyl-5-quinolyl)amino]Pyrrolidine